OCC(=O)NCC=1SC(=CC1)C(CSC=1C=2N(C=CN1)N=CC2)=O 2-hydroxy-N-((5-(2-(pyrazolo[1,5-a]pyrazin-4-ylthio)acetyl)thiophen-2-yl)methyl)acetamide